ClC1=CC=C(C(=O)N2C(=C(C3=CC(=CC=C23)OC)CC(=O)OCCOCCOCCOC(CC2=C(N(C3=CC=C(C=C23)OC)C(C2=CC=C(C=C2)Cl)=O)C)=O)C)C=C1 (ethane-1,2-diylbis(oxy))bis(ethane-2,1-diyl) bis(2-(1-(4-chlorobenzoyl)-5-methoxy-2-methyl-1H-indol-3-yl)acetate)